tri(tert-butyl)ammonium tetraphenylborate C1(=CC=CC=C1)[B-](C1=CC=CC=C1)(C1=CC=CC=C1)C1=CC=CC=C1.C(C)(C)(C)[NH+](C(C)(C)C)C(C)(C)C